(S)-N'-(1,2,3,5,6,7-hexahydro-s-indacen-4-ylcarbamoyl)-1-isopropyl-1H-pyrazole-3-sulfonimidamide C1CCC2=C(C=3CCCC3C=C12)NC(=O)N=[S@@](=O)(N)C1=NN(C=C1)C(C)C